4-methyl-1,2-hexanediol CC(CC(CO)O)CC